CN1N=C(C2=CC=CC(=C12)NCCCCCCCN[C@@H]1[C@@]2(CC[C@H](C1)C2(C)C)C)C2C(NC(CC2)=O)=O 3-(1-methyl-7-((7-(((1R,2S,4R)-1,7,7-trimethylbicyclo[2.2.1]heptane-2-yl)amino)heptyl)amino)-1H-indazol-3-yl)piperidine-2,6-dione